NC=1C(=C(C(=CC1)F)N1C(C2=C(N=C(N=C2)SC)C(=C1)C(F)F)=O)F 6-(3-amino-2,6-difluorophenyl)-8-(difluoromethyl)-2-(methylthio)pyrido[4,3-d]pyrimidin-5(6H)-one